C(C1=CC=CC=C1)OC(=O)N1[C@@H]2C[C@H]([C@H](C1)C2)OCC=2C(=NOC2C2CC2)C2CCCCC2 (1S,4S,5R)-5-((3-cyclohexyl-5-cyclopropylisoxazol-4-yl)methoxy)-2-azabicyclo[2.2.1]heptane-2-carboxylic acid benzyl ester